ClC=1C=C(C=CC1)[C@@H](NC(=O)[C@H]1NC(NC1)=O)C1=CC=C(C=C1)OC(F)(F)F (S)-N-((S)-(3-chlorophenyl)(4-(trifluoromethoxy)phenyl)methyl)-2-oxoimidazolidine-4-carboxamide